N2-(4'-chlorobenzyl)ethane-1,2-diamine ClC1=CC=C(CNCCN)C=C1